FC(OC=1C=C(C=CC1)N1C(C=CC1=O)=O)(F)F 1-(3-trifluoromethoxyphenyl)-1H-pyrrole-2,5-dione